4-Formyl-1-methylchinolinium p-Toluenesulfonate CC1=CC=C(C=C1)S(=O)(=O)[O-].C(=O)C1=CC=[N+](C2=CC=CC=C12)C